1-[3-(trifluoromethoxy)phenyl]piperidine-4-carboxylic acid FC(OC=1C=C(C=CC1)N1CCC(CC1)C(=O)O)(F)F